trans-7-isopropoxy-2-((1r,4s)-1-methyl-2-oxabicyclo[2.2.1]hept-4-yl)-N-(1-(2-methylcyclopropyl)-2-oxo-1,2-dihydropyridin-3-yl)imidazo[1,2-a]pyrimidine-6-carboxamide C(C)(C)OC1=NC=2N(C=C1C(=O)NC=1C(N(C=CC1)[C@H]1[C@@H](C1)C)=O)C=C(N2)[C@]21CO[C@](CC2)(C1)C